FC1=C(C2=CC=C(C(=C2C=C1)OC1=NC=NC=C1C1=NC(=NC=C1)S(=O)C)C)N 2-fluoro-6-methyl-5-[5-(2-methylsulfinylpyrimidin-4-yl)pyrimidin-4-yl]oxy-naphthalen-1-amine